COC1=CC=C(C=C1)CC#C[Si](C)(C)C (3-(4-methoxyphenyl)prop-1-yn-1-yl)trimethylsilane